C(CCCCCCC)(=O)OC1CC(NC(C1)(C)C)(C)C 4-octanoyloxy-2,2,6,6-tetramethylpiperidine